(S)-3-(biphenyl-3-yl)-3-(3-(4-hydroxy-1-methyl-2-oxo-1,2-dihydropyridin-3-yl)ureido)propionic acid C1(=CC(=CC=C1)[C@H](CC(=O)O)NC(=O)NC=1C(N(C=CC1O)C)=O)C1=CC=CC=C1